3-Methyl-5-(N-([1,1'-biphenyl]-3-ylmethyl)-N-phenethylsulfamoyl)benzofuran-2-carboxylic acid CC1=C(OC2=C1C=C(C=C2)S(N(CCC2=CC=CC=C2)CC=2C=C(C=CC2)C2=CC=CC=C2)(=O)=O)C(=O)O